FC1(CCN(CC1)C1=NC(=CC(=N1)NC=O)C)F N-[2-(4,4-difluoropiperidinyl)-6-methyl-Pyrimidin-4-yl]carboxamide